ClC1=C(C=CC=C1)C=CC(=O)NC1=CC=C(C=C1)S(=O)(=O)N1CCCC1 3-(2-chlorophenyl)-N-[4-(1-pyrrolidinylsulfonyl)phenyl]acryl-amide